N-cyclopropylpyrrolidine-2-carboxamide C1(CC1)NC(=O)C1NCCC1